6-(5-Fluoro-2-hydroxyphenyl)-N-[(2-oxo-1H-pyridin-3-yl)sulfonyl]-2-[(4S)-2,2,4-trimethylpyrrolidin-1-yl]pyridin-3-carboxamid FC=1C=CC(=C(C1)C1=CC=C(C(=N1)N1C(C[C@@H](C1)C)(C)C)C(=O)NS(=O)(=O)C=1C(NC=CC1)=O)O